FC(S(=O)(=O)NC1=C(C=CC=C1)C1=CC=C2[C@H]([C@@H](COC2=C1)C(C)C=1N=C(SC1)C1=CC=CC=C1)O)(F)F 1,1,1-Trifluoro-N-(2-((3R,4S)-4-hydroxy-3-(1-(2-phenylthiazol-4-yl)ethyl)chroman-7-yl)phenyl)methanesulfonamide